CC1=CC=C(C=C1)S(=O)(=O)OCC1=CC(=NN1)NC1=NC(=CN=C1)O[C@@H](C)C1=CC=CC=C1 (S)-(3-((6-(1-phenylethoxy)pyrazin-2-yl)amino)-1H-pyrazol-5-yl)methyl 4-methylbenzenesulfonate